(3R,5R)-3,5-dimethylmorpholine-4-carbothioamide C[C@H]1N([C@@H](COC1)C)C(N)=S